Cl.COC(=O)C1=CC[C@H](C1)N (4R)-4-aminocyclopent-1-ene-1-carboxylic acid methyl ester hydrochloride